C1(=CC=CC=C1)NC(NC1=C(CNC2=C(C(=O)N)C=CC=C2)C=CC=C1)=O 2-(2-(3-phenylureido)benzylamino)benzamide